BrC=1C=C2C(=C(C(=NC2=C(C1)I)N1[C@@H](C[C@@H](CC1)N[C@H]1COCC1)C)C1=NC(=NO1)C)C (2R,4R)-1-(6-bromo-8-iodo-4-methyl-3-(3-methyl-1,2,4-oxadiazol-5-yl)quinolin-2-yl)-2-methyl-N-((R)-tetrahydrofuran-3-yl)piperidin-4-amine